3-((5-(aminomethyl)-1-(4-fluorobutyl)-1H-benzo[d]imidazol-2-yl)methyl)-1-cyclopropyl-1,3-dihydro-2H-imidazo[4,5-c]pyridin-2-one NCC1=CC2=C(N(C(=N2)CN2C(N(C3=C2C=NC=C3)C3CC3)=O)CCCCF)C=C1